COS(=O)(=O)[O-].C(C(=C)C)(=O)OCC[N+](C)(C)C 2-(methacryloyloxy)ethyltrimethyl-ammonium methyl-sulfate